C1(CC1)N1C([C@@H](OC2(C1)CCN(CC2)CCOC(C)C)C)=O (S)-4-Cyclopropyl-9-(2-isopropoxyethyl)-2-methyl-1-oxa-4,9-diazaspiro[5.5]undecan-3-on